C(C=C)(=O)N1CCN(CC1)[C@H]1C=2C(NCC1)=C(N(N2)C2=CC=C(C=C2)OC2=CC=C(C=C2)OC(F)(F)F)C(=O)N (7R)-7-[4-(prop-2-enoyl)piperazin-1-yl]-2-{4-[4-(trifluoromethoxy)phenoxy]phenyl}-4,5,6,7-tetrahydro-2H-pyrazolo[4,3-b]pyridine-3-carboxamide